FC(CN1N=CC2=CC=C(C=C12)[C@@H]1COC2=C(O1)C=CC=C2C2CCN(CC2)CC2=NC1=C(N2C[C@H]2OCC2)C=C(C=C1)C(=O)O)F 2-({4-[(2R)-2-[1-(2,2-difluoroethyl)-1H-indazol-6-yl]-2,3-dihydro-1,4-benzodioxin-5-yl]piperidin-1-yl}methyl)-1-{[(2S)-oxetan-2-yl]methyl}-1H-1,3-benzodiazole-6-carboxylic acid